C(C)C(C(=O)SC(C)O[Si](CCC)(OCC)OCC)CCCC (2-ethylhexanoylthio)-1-propyltriethoxysilane